4-bromo-6-iodo-[1,3]dioxolo[4,5-c]pyridine BrC1=NC(=CC2=C1OCO2)I